FC=1C=C(C=C(C1)F)N1CCOCC1 3,5-difluorophenylmorpholine